Tetrapalladium triphenylphosphine C1(=CC=CC=C1)P(C1=CC=CC=C1)C1=CC=CC=C1.[Pd].[Pd].[Pd].[Pd]